C(=C)C1=C(C=CC=C1)C1=CC(=CC=C1)CCC 2-vinyl-3'-propylbiphenyl